4-bromobenzylamine hydrobromide Br.BrC1=CC=C(CN)C=C1